BrC1=CC(=C(C=C1)C1CCN(CC1)C(=O)OCCCC)F butyl 4-(4-bromo-2-fluoro-phenyl)piperidine-1-carboxylate